(S)-1-(4-chloro-3-fluorophenyl)ethan-1-amine ClC1=C(C=C(C=C1)[C@H](C)N)F